C(C)O[Si](OC(C)(C)C)(OC(C)C)OC(C)C monoethoxydiisopropyl-oxytert-butoxysilane